C1=C(C=CC2=C(C3=CC(=CC=C3C(=C12)C#CC=1SC=CC1)C#CC=1SC=CC1)C#CC=1SC=CC1)C#CC=1SC=CC1 2'''-(anthracene-2,6,9,10-tetrayltetrakis(ethyne-2,1-diyl))tetrathiophene